2-chloro-1-(2-methylphenyl)ethanone ClCC(=O)C1=C(C=CC=C1)C